BrC1=CC2=C(N=C(S2)C2CCC(CC2)CO)C=C1C(=O)OC methyl 6-bromo-2-[4-(hydroxymethyl)cyclohexyl]-1,3-benzothiazole-5-carboxylate